C(O)C(CCCCCCCCCCCCCCCCCO)CO bis-methylolstearyl alcohol